C(C1=CC=CC=C1)(=O)OCCCN=CCC [3-(2-ethyl) methyleneaminopropyl] benzoate